FC=1C=C(C=CC1)C1=CC(=C(S1)C(=O)N[C@H]1CN(CCCC1)C(=O)OC(C)(C)C)NC(=O)N tert-butyl (R)-3-(5-(3-fluorophenyl)-3-ureidothiophene-2-carboxamido)azepane-1-carboxylate